(3R)-3-methyl-3-[3-methyl-2-oxo-5-(4-piperidyl)benzimidazol-1-yl]piperidine-2,6-dione hydrochloride Cl.C[C@@]1(C(NC(CC1)=O)=O)N1C(N(C2=C1C=CC(=C2)C2CCNCC2)C)=O